1,2,3-octanetriol C(C(C(CCCCC)O)O)O